6-(6-(((1S,3R,5R)-1-methyl-9-azabicyclo[3.3.1]nonan-3-yl)thio)-1,2,4-triazin-3-yl)isoquinolin-7-ol C[C@@]12C[C@@H](C[C@@H](CCC1)N2)SC2=CN=C(N=N2)C=2C=C1C=CN=CC1=CC2O